Thiophene-3-carbonitrile hydrochloride Cl.S1C=C(C=C1)C#N